2,4-dicarboxyphenyl-hydrazine methyl-2-(1-(bromomethyl)-cyclopropyl)acetate COC(CC1(CC1)CBr)=O.C(=O)(O)C1=C(C=CC(=C1)C(=O)O)NN